2-bromo-5-((tert-butyldimethylsilyl)oxy)benzoic acid BrC1=C(C(=O)O)C=C(C=C1)O[Si](C)(C)C(C)(C)C